CN1C2=C(OC[C@@H](C1=O)NC(C(=O)N[C@H](C)C1=CC=CC=C1)=O)C=CC(=C2)C#CC2COC2 (S)-N1-(5-methyl-7-(oxetan-3-ylethynyl)-4-oxo-2,3,4,5-tetrahydrobenzo[b][1,4]oxazepin-3-yl)-N2-((R)-1-phenylethyl)oxalamide